BrC=1C=C2C=NC(=NC2=CC1C(F)(F)P(O)(O)=O)OC[C@@H]1C(C1)(F)F |o1:20| (R or S)-((6-bromo-2-((2,2-difluorocyclopropyl)methoxy)quinazolin-7-yl)difluoromethyl)phosphonic acid